C1(CC1)C#CC1=CC(=C(N)C=C1)[N+](=O)[O-] 4-(2-cyclopropylethynyl)-2-nitroaniline